C1C(CC2=CC=CC=C12)NC1=NC=C(C=N1)C(=O)O 2-[(2,3-dihydro-1H-inden-2-yl)amino]pyrimidine-5-carboxylic acid